CN1[C@@H]([C@H](CC1=O)C(=O)NCCCN1CCC2(CCN(CC2)C(=O)OC(C)(C)C)CC1)C=1C=NC=CC1 tert-Butyl 9-(3-((2S,3S)-1-methyl-5-oxo-2-(pyridin-3-yl)pyrrolidine-3-carboxamido)propyl)-3,9-diazaspiro[5.5]undecane-3-carboxylate